6-bromo-1-(cyclopropylmethyl)-2-methyl-7-(trifluoromethyl)-imidazo[1,2-a]pyrimidin-5-one BrC1=C(N=C2N(C1=O)C=C(N2CC2CC2)C)C(F)(F)F